(4R)-4-[(3R,5R,7R,8R,9S,10S,13R,14S,17R)-3,7-diacetoxy-10,13-dimethyl-2,3,4,5,6,7,8,9,11,12,14,15,16,17-tetradecahydro-1H-cyclopenta[a]phenanthren-17-yl]pentanoyl Chloride C(C)(=O)O[C@@H]1CC[C@@]2([C@H]3CC[C@@]4([C@H](CC[C@H]4[C@@H]3[C@@H](C[C@H]2C1)OC(C)=O)[C@@H](CCC(=O)Cl)C)C)C